triethylammonium tetrakis(3,5-bis(trifluoromethyl)phenyl)borate FC(C=1C=C(C=C(C1)C(F)(F)F)[B-](C1=CC(=CC(=C1)C(F)(F)F)C(F)(F)F)(C1=CC(=CC(=C1)C(F)(F)F)C(F)(F)F)C1=CC(=CC(=C1)C(F)(F)F)C(F)(F)F)(F)F.C(C)[NH+](CC)CC